FC1=CC(=C(C=N1)N)N1CC(OCC1)C=C 6-fluoro-4-(2-vinylmorpholino)pyridin-3-amine